6-(Difluoromethyl)-3-[4-[3-[(sulfamoylamino)methyl]-1-piperidyl]pyrimidin-2-yl]imidazo[1,2-a]pyrazine FC(C=1N=CC=2N(C1)C(=CN2)C2=NC=CC(=N2)N2CC(CCC2)CNS(N)(=O)=O)F